N-(2-cyano-5-fluoro-3-hydroxyphenyl)carbamic acid tert-butyl ester C(C)(C)(C)OC(NC1=C(C(=CC(=C1)F)O)C#N)=O